3-((S)-3-((S)-sec-butyl)-2-oxo-1,2,3,5-tetrahydro-4H-benzo[e][1,4]diazepin-4-yl)-4-(dimethylamino)cyclobut-3-ene-1,2-dione [C@H](C)(CC)[C@@H]1N(CC2=C(NC1=O)C=CC=C2)C=2C(C(C2N(C)C)=O)=O